N'-[4-[tert-butyl(dimethyl)silyl]oxy-2-ethyl-phenyl]-4-[(2,2-dimethylcyclopentyl)amino]-6-(6-methoxy-4-methyl-3-pyridyl)pyrrolo[1,2-b]pyridazine-3-carboxamidine [Si](C)(C)(C(C)(C)C)OC1=CC(=C(C=C1)N=C(N)C1=C(C=2N(N=C1)C=C(C2)C=2C=NC(=CC2C)OC)NC2C(CCC2)(C)C)CC